FC(OC1=CC=C(C(N1)=O)C(=O)OC)F methyl 6-difluoromethoxy-2-oxo-1,2-dihydropyridine-3-carboxylate